tert-Butyl 4-(6-(2,6-dioxopiperidin-3-yl)-5-oxo-6,7-dihydro-5H-pyrrolo[3,4-b]pyridin-2-yl)piperazine-1-carboxylate O=C1NC(CCC1N1CC2=NC(=CC=C2C1=O)N1CCN(CC1)C(=O)OC(C)(C)C)=O